(S)-(+)-2-(4-isobutylphenyl)propylamine C(C(C)C)C1=CC=C(C=C1)[C@@H](CN)C